4-((6-chlorobenzo[d]oxazol-2-yl)methyl)-N-hydroxy-2,2-dimethyl-3-oxo-3,4-dihydro-2H-benzo[b][1,4]oxazine-6-carboxamide ClC1=CC2=C(N=C(O2)CN2C3=C(OC(C2=O)(C)C)C=CC(=C3)C(=O)NO)C=C1